N-[(3S)-9-fluoro-2-oxo-5-phenyl-1,3-dihydro-1,4-benzodiazepin-3-yl]-2-phenyl-6-(trideuteriomethoxy)imidazo[1,2-b]pyridazine-3-carboxamide FC1=CC=CC=2C(=N[C@@H](C(NC21)=O)NC(=O)C2=C(N=C1N2N=C(C=C1)OC([2H])([2H])[2H])C1=CC=CC=C1)C1=CC=CC=C1